N-(3,5-difluoro-2-((tetrahydrofuran-3-yl)oxy)benzyl)-2-methoxy-6-methylnicotinamide FC=1C(=C(CNC(C2=C(N=C(C=C2)C)OC)=O)C=C(C1)F)OC1COCC1